BrCC(=O)C1=CC(=C(C=C1)OCC(C)C)C#N 2-bromo-1-(3-cyano-4-isobutoxy-phenyl)ethanone